1-(6-trifluoromethyl[2-2H]benzyl)-3-[1-(2-fluoro-6-methyl-phenyl)-piperidin-4-yl]-3,4-dihydro-1H-quinazolin-2-one FC(C=1C=CC=C(C1CN1C(N(CC2=CC=CC=C12)C1CCN(CC1)C1=C(C=CC=C1C)F)=O)[2H])(F)F